NC1=CC(=C(C=N1)N1CCN(CC1)C(=O)C1=NC=C(C(=C1)OC)C1=CC=C(C=C1)F)OC [4-(6-Amino-4-methoxy-pyridin-3-yl)-piperazin-1-yl]-[5-(4-fluoro-phenyl)-4-methoxy-pyridin-2-yl]-methanone